COC1=CC=2[C@@]34C([C@H](CC2C=C1N1CC(N(CC1)C)=O)N(CC4)C)CCCC3 4-[(1S,9S)-4-methoxy-17-methyl-17-azatetracyclo[7.5.3.01,10.02,7]heptadeca-2(7),3,5-trien-5-yl]-1-methylpiperazin-2-one